(tert-butyl)phenyl isocyanate C(C)(C)(C)C1=C(C=CC=C1)N=C=O